NC1=C(C=CC(=C1)OC(F)(F)F)C(=O)N1CCC(CC1)C1=C2C(=NC=C1)NC(=N2)C[C@@H]2COCC2 (S)-[2-amino-4-(trifluoromethoxy)phenyl]-[4-[2-(tetrahydrofuran-3-ylmethyl)-3H-imidazo[4,5-b]pyridin-7-yl]-1-piperidyl]methanone